COC1=C(C=CC(=C1)OC)CNC1=NC=CC2=C1C(=NN2[C@H]2CN(CCC2)C(=O)OC(C)(C)C)I tert-butyl (3R)-3-[4-[(2,4-dimethoxyphenyl)methylamino]-3-iodo-pyrazolo[4,3-c]pyridin-1-yl]piperidine-1-carboxylate